CC(C[C@H](NC(\C=C\C(NCC1OCCC1)=O)=O)OB(O)O)C ((1R)-3-methyl-1-((E)-4-oxo-4-(((tetrahydrofuran-2-yl)methyl)amino)but-2-enamido)butyl)boric acid